[C@H]12CN(C[C@H](CC1)N2)C=2C1=C(N=C(N2)OCC23CCCN3C3C(C2)=CCC3)C(=C(N=C1)C1=CC(=CC3=CC=CC(=C13)C#C)O)F 4-(4-((1R,5S)-3,8-diaza-bicyclo[3.2.1]octan-3-yl)-8-fluoro-2-((2,3,3a,6,7,8-hexahydrocyclopenta-[b]pyrrolizin-7a(5H)-yl)methoxy)pyrido[4,3-d]pyrimidin-7-yl)-5-ethynylnaphthalen-2-ol